Methyl (S)-2-((tert-butoxycarbonyl)amino)-3-((S)-2-oxopiperidin-3-yl)propanoate C(C)(C)(C)OC(=O)N[C@H](C(=O)OC)C[C@H]1C(NCCC1)=O